C1(=CC=CC=C1)NC1COC(OC1)=O 5-(Phenylamino)-1,3-dioxan-2-on